2,3-Difluoro-5-(5-(6-(methyl-sulfonyl)-2,6-diazaspiro[3.3]-heptan-2-yl)-1H-indazol-1-yl)phenol FC1=C(C=C(C=C1F)N1N=CC2=CC(=CC=C12)N1CC2(C1)CN(C2)S(=O)(=O)C)O